P(=O)(OC(CCl)C)(OC(CCl)C)OC(CCl)C tris(1-chloroprop-2-yl) phosphate